FC=1C=C(C=CC1C1=NC=2C=CNC(C2C(=C1)NC1=NC=C(C=C1)N1CCC(CC1)O)=O)NC(=O)C1C2CCC(C1)C2 N-[3-fluoro-4-[4-[[5-(4-hydroxy-1-piperidyl)-2-pyridyl]amino]-5-oxo-6H-1,6-naphthyridin-2-yl]phenyl]norbornane-2-carboxamide